C(C)(C)(C)C1=C(C(=C(C(=C1)C)O)C)C 4-tert-butyl-2,3,6-trimethylphenol